6-(pyridin-3-yl)-4-azaspiro[2.4]heptane-4-carboxylic acid tert-butyl ester C(C)(C)(C)OC(=O)N1C2(CC2)CC(C1)C=1C=NC=CC1